C(#N)C=1C=C(C=C(C1)F)[C@H]1N(OCC1)C(=O)[C@@H]1CC[C@H](CC1)CN1C=NC(=C1C)C#N trans-1-((4-((S)-3-(3-cyano-5-fluorophenyl)isoxazolidine-2-carbonyl)cyclohexyl)methyl)-5-methyl-1H-imidazole-4-carbonitrile